BrC1=CC=C(C=C1)C1=CC=C(C=C1)C=1OC2=C(N1)C=CC=C2 2-(4'-bromo-[1,1'-biphenyl]-4-yl)benzo[d]Oxazole